1-(2-(difluoromethyl)-3-((4-chlorophenyl)sulfonyl)phenyl)piperazine sodium [Na].FC(C1=C(C=CC=C1S(=O)(=O)C1=CC=C(C=C1)Cl)N1CCNCC1)F